5,6-dimethoxy-1-methyl-1H-indole-2-carboxylic acid COC=1C=C2C=C(N(C2=CC1OC)C)C(=O)O